rac-(2R,3S,4S,5R)-3-(3,4-difluoro-2-(1-hydroxyethyl)phenyl)-N-(1-(difluoromethyl)-3-methyl-1H-pyrazol-4-yl)-4,5-dimethyl-5-(trifluoromethyl)tetrahydrofuran-2-carboxamide FC=1C(=C(C=CC1F)[C@H]1[C@@H](O[C@]([C@H]1C)(C(F)(F)F)C)C(=O)NC=1C(=NN(C1)C(F)F)C)C(C)O |r|